ClC1=C(C=C2C=C(N=CC2=C1)NC(=O)C1CC(C1)C(C)(C)O)C1CCN(CC1)[C@]1(COC[C@H]1O)C (1S,3S)-N-(7-chloro-6-(1-((3S,4S)-4-hydroxy-3-methyltetrahydrofuran-3-yl)piperidin-4-yl)isoquinolin-3-yl)-3-(2-hydroxypropan-2-yl)cyclobutane-1-carboxamide